N1(C=NC=C1)C1=CC(=C(C=C1)NC(=O)C1=C(N=NN1C1=CC=CC=C1)C)OC (4-(1H-imidazol-1-yl)-2-methoxyphenyl)-4-methyl-1-phenyl-1H-1,2,3-triazole-5-carboxamide